COC1=CC=C(C=C1)S(=O)(=O)NC1=C(C(=O)NC2=CC=C(C=C2)C)C=CC=C1 2-((4-methoxyphenyl)sulfonamido)-N-(p-tolyl)benzamide